C(C)OC=1C=CC(=NC1)C=1N(C(=NN1)C12CC(C1)(C2)NC(OC(C)(C)C)=O)C2=C(C=CC=C2)F Tert-butyl (3-(5-(5-ethoxypyridin-2-yl)-4-(2-fluorophenyl)-4H-1,2,4-triazol-3-yl)bicyclo[1.1.1]pentan-1-yl)carbamate